Pyrazine-2-carbamic acid tert-butyl ester C(C)(C)(C)OC(NC1=NC=CN=C1)=O